5-(((benzyloxy)carbonyl)amino)-6,6-difluoro-3-oxohexanoic acid methyl ester COC(CC(CC(C(F)F)NC(=O)OCC1=CC=CC=C1)=O)=O